(3-methyl-3H-imidazo[4,5-c]pyridin-4-yl)methanol CN1C=NC2=C1C(=NC=C2)CO